(S)-8-fluoro-1-isopropyl-N,N-dimethyl-5,6-dihydro-4H-pyrrolo[3,2,1-ij]quinolin-5-amine FC=1C=C2C[C@@H](CN3C2=C(C1)C(=C3)C(C)C)N(C)C